2-amino-1-(4-(5-((4-amino-2-butoxyimidazo[2,1-f][1,2,4]triazin-7-yl)methyl)-3-methylpyridin-2-yl)piperazin-1-yl)ethan-1-one NCC(=O)N1CCN(CC1)C1=NC=C(C=C1C)CC1=CN=C2C(=NC(=NN21)OCCCC)N